FC1([C@H](C1)C(=O)NC1=NC=C2C=C(C=NC2=C1)C=1C=NC(=CC1C)C(CC)=O)F (1R)-2,2-difluoro-N-[3-(4-methyl-6-propanoylpyridin-3-yl)-1,6-naphthyridin-7-yl]cyclopropane-1-carboxamide